NCCNC(CS(=O)(=O)O)CC N-(2-aminoethyl)-2-aminobutanesulfonic acid